COC(=O)[C@@]1(CN(CC[C@@H]1C(F)F)C)C([2H])([2H])[2H] |r| (±)-(3S,4S)-4-(difluoromethyl)-1-methyl-3-(methyl-d3)piperidine-3-carboxylic acid methyl ester